NC1=C(CN(C2C(CCCC2)(O)O)C)C=C(C=C1Br)Br trans-2-[(2-amino-3,5-dibromobenzyl)-methyl-amino]-cyclohexanediol